O1C(=CC=C1C=O)C=O furan-2,5-di-carbaldehyde